OC(=O)C(F)(F)F.FC=1C=C(C=CC1C1CCNCC1)C1C(NC(CC1)=O)=O 3-[3-fluoro-4-(4-piperidyl)phenyl]piperidine-2,6-dione TFA salt